(2-Oxo-5'-vinyl-2H-[1,2'-bipyridyl]-3-yl)carbamic acid tert-butyl ester C(C)(C)(C)OC(NC=1C(N(C=CC1)C1=NC=C(C=C1)C=C)=O)=O